monostearyl alcohol C(CCCCCCCCCCCCCCCCC)O